1-(4-(6-amino-5-(trifluoromethyl)pyridin-3-yl)-1-(3-(4,4-difluoropiperidin-1-yl)bicyclo[1.1.1]pentan-1-yl)-1H-imidazol-2-yl)-2,2,2-trifluoroethanol NC1=C(C=C(C=N1)C=1N=C(N(C1)C12CC(C1)(C2)N2CCC(CC2)(F)F)C(C(F)(F)F)O)C(F)(F)F